9-oxa-10-phosphaphenanthrene-10-oxide C1=CC=CC=2C3=CC=CC=C3OP(C12)=O